C1(=CC=CC=C1)COC(=O)N[C@@H](CC1=CN(C=N1)C(C1=CC=CC=C1)(C1=CC=CC=C1)C1=CC=CC=C1)C(=O)O N-[(phenylmethoxy)carbonyl]-1-(triphenylmethyl)-L-histidine